ClC1=C(C=C(CNC(C(=O)NC2=CNC=3C2=NC=CC3)=O)C=C1)C(F)(F)F N1-(4-chloro-3-(trifluoromethyl)benzyl)-N2-(1H-pyrrolo[3,2-b]pyridin-3-yl)oxalamide